C1=CC=CC=CC1.[N] nitrogen cycloheptatriene